6-((4-(5-(azetidin-1-yl)pyridin-3-yl)-1H-1,2,3-triazol-1-yl)methyl)-2-(((tert-Butoxycarbonyl)(cyclobutylmethyl)amino)methyl)-1H-indole-1-carboxylic acid tert-butyl ester C(C)(C)(C)OC(=O)N1C(=CC2=CC=C(C=C12)CN1N=NC(=C1)C=1C=NC=C(C1)N1CCC1)CN(CC1CCC1)C(=O)OC(C)(C)C